1-(bis(4-chlorophenyl)methyl)-4-(5-(4-methylpiperazin-1-yl)-2-(trifluoromethyl)benzyl)piperazine ClC1=CC=C(C=C1)C(N1CCN(CC1)CC1=C(C=CC(=C1)N1CCN(CC1)C)C(F)(F)F)C1=CC=C(C=C1)Cl